(1S,3R)-3-(3-{[(6-meth-oxypyridin-3-yl)acetyl]-amino}-1H-pyrazol-5-yl)cyclopentyl (trans-4-hydroxy-4-methylcyclohexyl)carbamate OC1(CCC(CC1)NC(O[C@@H]1C[C@@H](CC1)C1=CC(=NN1)NC(CC=1C=NC(=CC1)OC)=O)=O)C